OC(C(=O)O)=C.C(CCCCCCC\C=C/CCCCCCCC)(=O)O oleic acid hydroxyl-acrylate